7-fluoro-2,4-dimethyl-quinazolin-5-ol FC=1C=C(C=2C(=NC(=NC2C1)C)C)O